CC1=NC(=NC2=CC=CC=C12)CN1CCC(CC1)C#CC=O 3-(1-((4-methylquinazolin-2-yl)methyl)piperidin-4-yl)prop-2-yn-1-one